FC(C1=C(C=CC=C1)C1=C(C=2N=C(N=C(C2C=N1)N1CCNC2(COC2)C1)OC[C@]12CCCN2C[C@@H](C1)F)F)F 8-(7-(2-(difluoromethyl)phenyl)-8-fluoro-2-(((2R,7aS)-2-fluorohexahydro-1H-pyrrolizin-7a-yl)methoxy)pyrido[4,3-d]pyrimidin-4-yl)-2-oxa-5,8-diazaspiro[3.5]nonane